(S)-4-amino-N-(6-((1-cyclopropyl-1H-pyrazol-4-yl)ethynyl)-2,3-dihydrobenzofuran-3-yl)-7-fluoro-N,1-dimethyl-1H-pyrazolo[4,3-c]quinoline-8-carboxamide NC1=NC=2C=C(C(=CC2C2=C1C=NN2C)C(=O)N(C)[C@@H]2COC1=C2C=CC(=C1)C#CC=1C=NN(C1)C1CC1)F